N,N-dimethyl-(methacryloyloxyethyl)ammoniopropanesulfonic acid C[N+](C)(CCOC(C(=C)C)=O)C(CC)S(=O)(=O)O